O=C1NN=CC2=CC=C(C=C12)C(=O)N 4-oxo-phthalazine-6-carboxamide